COC12CC(C1)(C2)C(=O)NC=2SC(=CN2)OC=2C=NC(=NC2)N2CCOCC2 3-methoxy-N-(5-((2-morpholino-pyrimidin-5-yl)oxy)thiazol-2-yl)bicyclo[1.1.1]pentane-1-carboxamide